(7Z)-7,9-decadien-1-ylacetate C(CCCCC\C=C/C=C)CC(=O)[O-]